[K+].C(C)OC(CCCCC(=O)[O-])=O adipic acid monoethyl ester potassium salt